[N+](=O)([O-])C=1C(=C2C(=NC1)N(C=C2)S(=O)(=O)C2=CC=CC=C2)N2C[C@H](CCC2)NC(OC(C)(C)C)=O tert-Butyl {(3S)-1-[5-nitro-1-(phenylsulfonyl)-1H-pyrrolo[2,3-b]pyridin-4-yl]piperidin-3-yl}carbamate